N,N-diisopropylthiophosphoric acid triamide C(C)(C)N(P(N)(N)=S)C(C)C